N-[(1S)-5-[2-(2-aminopyridin-3-yl)-7-ethyl-5-(pyrazol-1-yl)imidazo[4,5-b]pyridin-3-yl]-2,3-dihydro-1H-inden-1-yl]-3-(1,3-dioxolan-2-yl)-4-[(4-methoxyphenyl)methoxy]benzamide NC1=NC=CC=C1C1=NC=2C(=NC(=CC2CC)N2N=CC=C2)N1C=1C=C2CC[C@@H](C2=CC1)NC(C1=CC(=C(C=C1)OCC1=CC=C(C=C1)OC)C1OCCO1)=O